3,7-bis(dimethylamino)-N-ethyl-10H-phenothiazine-10-carboxamide CN(C=1C=CC=2N(C3=CC=C(C=C3SC2C1)N(C)C)C(=O)NCC)C